N-((S)-1-(((S)-1-cyano-2-((S)-2-oxopiperidin-3-yl)ethyl)amino)-3-cyclopropyl-1-oxopropan-2-yl)-1H-imidazole-2-carboxamide C(#N)[C@H](C[C@H]1C(NCCC1)=O)NC([C@H](CC1CC1)NC(=O)C=1NC=CN1)=O